(4-chloro-7-toluenesulfonyl-7H-pyrrolo[2,3-d]pyrimidin-6-yl)morpholine ClC=1C2=C(N=CN1)N(C(=C2)N2CCOCC2)S(=O)(=O)CC2=CC=CC=C2